3,5-dichloro-N-[3,3-dimethyl-1-(2H-1,2,3,4-tetrazol-5-yl)butyl]benzamide ClC=1C=C(C(=O)NC(CC(C)(C)C)C=2N=NNN2)C=C(C1)Cl